10-(naphthalene-1-yl)anthracene C1(=CC=CC2=CC=CC=C12)C1=C2C=CC=CC2=CC2=CC=CC=C12